(4-amino-7-fluoroimidazo[1,5-a]quinoxalin-8-yl)((2S,4aS,9bR)-2-methyl-2,3,5,9b-tetrahydroindeno[1,2-b][1,4]oxazin-4(4aH)-yl)methanone NC=1C=2N(C3=CC(=C(C=C3N1)F)C(=O)N1[C@@H]3[C@H](O[C@H](C1)C)C1=CC=CC=C1C3)C=NC2